C1(=CC=CC=C1)C1=CC(=C2C(=N1)SC(=C2)CO)C(F)(F)F 6-phenyl-4-(trifluoromethyl)thieno[2,3-b]pyridine-2-methanol